N[C@H](C(=O)N1[C@@H](C[C@H](C1)O)C(=O)NCC1=CC=C(C=C1)C1=C(N=CS1)C)C(C)(C)C (2S,4R)-1-[(2S)-2-amino-3,3-dimethylbutyryl]-4-hydroxy-N-[4-(4-methyl-1,3-thiazol-5-yl)phenyl]methylpyrrolidine-2-carboxamide